C(C1=CC=CC=C1)NC1CCC(CC1)(CC#N)N1N=C(C(=C1)C(=O)N)NC(=O)C1CC1 1-[4-(benzylamino)-1-(cyanomethyl)cyclohexyl]-3-(cyclopropanecarbonylamino)pyrazole-4-carboxamide